3-(methylamino)-1-[4-[5-(trifluoromethyl)pyrimidin-2-yl]piperazin-1-yl]propan-1-one CNCCC(=O)N1CCN(CC1)C1=NC=C(C=N1)C(F)(F)F